1-(4-methoxybenzyl)-1,2-propanediamine COC1=CC=C(CC(C(C)N)N)C=C1